C(C)(C)(C)OC(=O)N[C@H](C(=O)N[C@H](C(C(C(=O)OCC1=CC=CC=C1)(C)C)=O)CC(C)C)CC1=CC=CC=C1 Benzyl (4S)-4-[(2S)-2-{[(tert-butoxy)carbonyl]amino}-3-phenylpropanamido]-2,2,6-trimethyl-3-oxoheptanoate